C1CCC(=NNC(=O)CCCCCC(=O)O)C1 Heptanedioic acid-1-(2-cyclopentylidenehydrazide)